(1aR,5aR)-2-(2,4-Difluoro-phenyl)-1a,2,5,5a-tetrahydro-1H-2,3-diaza-cyclopropa[a]pentalene-4-carboxylic acid [(S)-1-(2-methoxy-ethyl)-piperidin-3-yl]amide COCCN1C[C@H](CCC1)NC(=O)C=1C=2C[C@@H]3[C@H](C2N(N1)C1=C(C=C(C=C1)F)F)C3